dimethyl succinate (succinate) C(CCC(=O)O)(=O)O.C(CCC(=O)OC)(=O)OC